2,2',3,3',5,5',6,6'-octafluoro-4-iodobiphenyl FC1=C(C(=C(C(=C1F)I)F)F)C1=C(C(=CC(=C1F)F)F)F